(2-(4-(but-2-en-2-yl)-1,2-dihydroacenaphthylen-5-yl)phenyl)diphenylphosphine methyl-3-bromo-2-chloro-8-methoxyquinoline-6-carboxylate COC(=O)C=1C=C2C=C(C(=NC2=C(C1)OC)Cl)Br.CC(=CC)C=1C=C2CCC=3C=CC=C(C1C1=C(C=CC=C1)P(C1=CC=CC=C1)C1=CC=CC=C1)C32